N1(CCC1)CCNC1=NC2=CC=CC(=C2N=C1CC1=CC=CC=C1)C N-(2-(azetidin-1-yl)ethyl)-3-benzyl-5-methylquinoxalin-2-amine